3-(2-methoxy-4-allylphenoxy)phthalonitrile COC1=C(OC2=C(C(C#N)=CC=C2)C#N)C=CC(=C1)CC=C